N1C=NC2=C1C=CC(=C2)N2C(NCC2C2=CC(=CC=C2)N2CCCCC2)=O 1-(1H-benzo[d]imidazol-5-yl)-5-(3-(piperidin-1-yl)phenyl)imidazolidin-2-one